ClC=1C(=CSC1)CCO 2-(4-chloro-thiophen-3-yl)ethanol